3-(N-(4-chloro-5-cyano-2-(pyrimidin-2-yl)phenyl)sulfamoyl)-4-cyclopropylbenzoic Acid ClC1=CC(=C(C=C1C#N)NS(=O)(=O)C=1C=C(C(=O)O)C=CC1C1CC1)C1=NC=CC=N1